CC=1C(=NOC1C)N(S(=O)(=O)C1=C(C=CC=C1)B(O)O)COC (2-(N-(4,5-dimethylisoxazole-3-yl)-N-(methoxymethyl)sulfamoyl)phenyl)boronic acid